ClC=1C=CC=C2C(=NC(=NC12)C1=CC=C(C=C1)OC)C(=O)O 8-chloro-2-(4-methoxyphenyl)quinazoline-4-carboxylic acid